3-(5-{1,4-Dioxa-8-azaspiro[4.5]decan-8-yl}-3-methyl-2-oxo-1,3-benzodiazol-1-yl)piperidine-2,6-dione O1CCOC12CCN(CC2)C2=CC1=C(N(C(N1C)=O)C1C(NC(CC1)=O)=O)C=C2